R-(-)-propyloctanoic acid C(CC)[C@@H](C(=O)O)CCCCCC